COCC1=C(C=C(C=C1)C=1C=C2C(=CC=NC2=CC1)NC)NC(C=C)=O N-[2-(methoxymethyl)-5-[4-(methylamino)quinolin-6-yl]phenyl]prop-2-enamide